FCCCN1C[C@H](CC1)NC=1C=NC(=CC1)[C@H]1N([C@@H](CC2=C1NC1=CC=CC=C21)C)CC(F)(F)F N-((S)-1-(3-fluoropropyl)pyrrolidin-3-yl)-6-((1S,3R)-3-methyl-2-(2,2,2-trifluoroethyl)-2,3,4,9-tetrahydro-1H-pyridino[3,4-b]indol-1-yl)pyridine-3-amine